(5-bromo-4-chloro-1H-pyrazole-3-carbonyl)-N-(4-methylcyclohexyl)piperidine-4-carboxamide BrC1=C(C(=NN1)C(=O)N1CCC(CC1)C(=O)NC1CCC(CC1)C)Cl